C(CC#CCCCCCC)O deca-3-yn-1-ol